bisallyl-propylene glycol ethyl-2-[6-bromo-4-(difluoromethyl)-7-methyl-indazol-2-yl]-2-spiro[6,7-dihydropyrrolo[1,2-c]imidazole-5,1'-cyclopropane]-1-yl-acetate C(C)C(C(=O)O)(C1=C2N(C=N1)C1(CC1)CC2)N2N=C1C(=C(C=C(C1=C2)C(F)F)Br)C.C(C=C)C(C(C)O)(CC=C)O